2-pyridinemethaneamine N1=C(C=CC=C1)CN